[(6S,8S,9R,10S,11S,13S,14S,17R)-17-(2-acetyloxyacetyl)-6,9-difluoro-11-hydroxy-10,13-dimethyl-3-oxo-6,7,8,11,12,14,15,16-octahydrocyclopenta[a]phenanthren-17-yl] butanoate C(CCC)(=O)O[C@@]1(CC[C@H]2[C@@H]3C[C@@H](C4=CC(C=C[C@@]4([C@]3([C@H](C[C@]12C)O)F)C)=O)F)C(COC(C)=O)=O